(2S,3S,4R,5R)-6-{[7-(hex-5-yn-1-yl)-2-methyl-2-(4-methylpent-3-en-1-yl)-2H-chromen-5-yl]oxy}-5-(hydroxymethyl)oxane-2,3,4-triol C(CCCC#C)C1=CC(=C2C=CC(OC2=C1)(CCC=C(C)C)C)OC1[C@@H]([C@H]([C@@H]([C@H](O1)O)O)O)CO